ClC=1C=C(C=NC1)C=1SC(=C(N1)C1=NN(C(C=C1)=O)CC(=O)NCC)C(C)(C)O 2-(3-(2-(5-chloropyridin-3-yl)-5-(2-hydroxypropan-2-yl)thiazol-4-yl)-6-oxopyridazin-1(6H)-yl)-N-ethylacetamide